2-(2-((7-bromoquinolin-4-yl)oxy)ethyl)-6-morpholinopyridazin-3(2H)-one BrC1=CC=C2C(=CC=NC2=C1)OCCN1N=C(C=CC1=O)N1CCOCC1